N[C@H]1CN(C[C@@H](C1)F)C(=O)C=1C=CC=2N(C1)N=C(C2C)C=2N(C1=C(C=C(C=C1C2)F)C2CCN(CC2)C(C)=O)CC2CC2 1-(4-(2-(6-((3r,5r)-3-amino-5-fluoropiperidine-1-carbonyl)-3-methylpyrazolo[1,5-a]pyridin-2-yl)-1-(cyclopropylmethyl)-5-fluoro-1H-indol-7-yl)piperidin-1-yl)ethan-1-one